4,8-Dihydroxy-5-methoxy-N,1-dimethyl-2-oxo-N-(4-(trifluoromethyl)phenyl)-1,2-dihydroquinoline-3-carboxamide OC1=C(C(N(C2=C(C=CC(=C12)OC)O)C)=O)C(=O)N(C1=CC=C(C=C1)C(F)(F)F)C